(3-cyclopentyl-1,2-oxazol-5-yl)ethan-1-ol C1(CCCC1)C1=NOC(=C1)C(C)O